OCCOC1=CC=C(C=C1)CC(C)(C)O 1-[4-(2-hydroxyethoxyl)-phenyl]-2-hydroxy-2-methyl-propan